(2S,4S)-1-((4-(4-fluorophenoxy)benzoyl)glycyl)-4-(thiazol-2-yl)pyrrolidine-2-carboxylic acid FC1=CC=C(OC2=CC=C(C(=O)NCC(=O)N3[C@@H](C[C@@H](C3)C=3SC=CN3)C(=O)O)C=C2)C=C1